C(#N)[C@H](C[C@@H]1C(NCCC1)=O)NC(=O)[C@H]1N([C@@H]2CC([C@H]1CC2)(F)F)C([C@@H](CC2CC2)NC(C(F)(F)F)=O)=O (1S,3S,4S)-N-[(1S)-1-cyano-2-[(3R)-2-oxo-3-piperidyl]ethyl]-2-[(2R)-3-cyclopropyl-2-[(2,2,2-trifluoroacetyl)amino]propanoyl]-5,5-difluoro-2-azabicyclo[2.2.2]octane-3-carboxamide